N[C@@H]1C(N2[C@@H](SCC1)CC1([C@H]2C(=O)OC)CCCC1)=O methyl (4'S,7'S,9a'S)-4'-amino-5'-oxohexahydro-7'H-spiro[cyclopentane-1,8'-pyrrolo[2,1-b][1,3]thiazepine]-7'-carboxylate